NC1=NC=CC=C1F amino-3-fluoropyridin